C=C(COC1=C(C2=C(SC(=C2)C(CCC(=O)O)=O)C=C1OC)F)COC1=C(C2=C(SC(=C2)C(CCC(=O)O)=O)C=C1OC)F 4,4'-(((2-methylenepropane-1,3-diyl)bis(oxy))bis(4-fluoro-6-methoxybenzo[b]thiophene-5,2-diyl))bis(4-oxobutanoic acid)